5-octyl-2,3-dihydro-1H-inden-1-one C(CCCCCCC)C=1C=C2CCC(C2=CC1)=O